5-(((1,3-dioxoisoindol-2-yl)oxy)methyl)furan-2-carboxylic acid ethyl ester C(C)OC(=O)C=1OC(=CC1)CON1C(C2=CC=CC=C2C1=O)=O